N-(3-(3-fluoropyridin-2-yl)-1-((1r,3r)-3-(2,2,2-trifluoroethoxy)cyclobutyl)-1H-pyrazol-4-yl)-2-(1H-pyrazol-4-yl)thiazole-4-carboxamide FC=1C(=NC=CC1)C1=NN(C=C1NC(=O)C=1N=C(SC1)C=1C=NNC1)C1CC(C1)OCC(F)(F)F